C(C)N(C(C)C)C(C)C N-ethyldi(isopropyl)amine